O=CCCC=O 1,4-dioxobutane